CN(C[C@@H](C)OC1=C2C(=NC=NC2=CC(=C1)N1CC2(C1)CNC2)NC=2C(=C1C=CC=NC1=CC2)F)C (R)-5-((1-(dimethylamino)propan-2-yl)oxy)-N-(5-fluoroquinolin-6-yl)-7-(2,6-diazaspiro[3.3]heptan-2-yl)quinazolin-4-amine